2,4-DIAMINO-PHENOXYETHANOL NC1=C(OC(C)O)C=CC(=C1)N